α-(cyanoethyl)-acrylonitrile C(#N)CCC(C#N)=C